C1(=CC=CC=C1)S(=O)(=O)N1CCNCC1 1-(benzenesulfonyl)piperazine